oxo-oxepine O=C1OC=CC=CC1